tert-butyl (E)-4-(4-(5-carbamoyl-2-((4-((2-methoxy-4-(methoxycarbonyl)-6-nitrophenyl)amino)but-2-en-1-yl)amino)-3-nitrophenoxy)but-2-yn-1-yl)piperidine-1-carboxylate C(N)(=O)C=1C=C(C(=C(OCC#CCC2CCN(CC2)C(=O)OC(C)(C)C)C1)NC\C=C\CNC1=C(C=C(C=C1[N+](=O)[O-])C(=O)OC)OC)[N+](=O)[O-]